lithium 2,4,7-tricyanobenzimidazole salt C(#N)C=1NC2=C(N1)C(=CC=C2C#N)C#N.[Li]